C(C1=CC=CC=C1)OC1=CC=CC(=N1)C1(OC2=C(C1C)C(=C(C=C2)F)Br)CO ((6-(benzyloxy)pyridin-2-yl)-4-bromo-5-fluoro-3-methyl-2,3-dihydrobenzofuran-2-yl)methanol